NC1=NC=CC(=C1Cl)SC=1C=CC=2C(=NC=C(N2)N2CCC3(CC2)[C@@H](C=2C(=NC=CC2)C3)N)N1 (S)-1'-(6-((2-amino-3-chloropyridin-4-yl)thio)pyrido[2,3-b]pyrazin-2-yl)-5,7-dihydrospiro[cyclopenta[b]pyridine-6,4'-piperidine]-5-amine